ClC=1C=CC(=C(C=O)C1)N1N=CC=N1 5-chloro-2-1,2,3-triazol-2-yl-benzaldehyde